C(C)(C)(C)OC(=O)N=[S@@](=O)(C=1C(=NC(=CC1)C)O[C@H]1C[C@H](CCC1)CCO[Si](C1=CC=CC=C1)(C1=CC=CC=C1)C(C)(C)C)N1[C@@H](CCC1)C(=O)OC Methyl ((S)-N-(tert-butoxycarbonyl)-2-(((1R,3R)-3-(2-((tert-butyldiphenylsilyl)oxy)ethyl)cyclohexyl)oxy)-6-methylpyridine-3-sulfonimidoyl)-L-prolinate